NC(C(N)(N)[Si]1(O[SiH](O[SiH](O[SiH](O[SiH](O[SiH](O1)C)C)C)C)C)C)C(N)(N)N hexaaminopropyl-hexamethyl-cyclohexasiloxane